maleic mono(2-acryloyloxyethyl) ester C(C=C)(=O)OCCOC(\C=C/C(=O)O)=O